ClC=1C=CC(=NC1)C1(CC(C=2C=CC=3CCNC(C3C2O1)C)=O)C 2-(5-chloropyridin-2-yl)-2,10-dimethyl-2,3,7,8,9,10-hexahydro-4H-pyrano[3,2-H]isoquinolin-4-one